4-((1R,5S)-3,8-diazabicyclo[3.2.1]octan-3-yl)-7-(isoquinolin-4-yl)-2-(((S)-1-methylpyrrolidin-2-yl)methoxy)-5,6,7,8-tetrahydropyrido[3,4-d]pyrimidine bis(2,2,2-trifluoroacetate) FC(C(=O)O)(F)F.FC(C(=O)O)(F)F.[C@H]12CN(C[C@H](CC1)N2)C=2C1=C(N=C(N2)OC[C@H]2N(CCC2)C)CN(CC1)C1=CN=CC2=CC=CC=C12